FC(C)(F)C1=NC(=CC(=N1)NC1=CC(=NC=C1C1=NC=NC(=C1)CC)NC(C)=O)C N-(4-((2-(1,1-difluoroethyl)-6-methylpyrimidin-4-yl)amino)-5-(6-ethylpyrimidin-4-yl)pyridin-2-yl)acetamide